4-(5-(benzyloxy)-6-cyano-2-methylbenzofuran-3-carboxamido)-3,3-difluoropyrrolidine-1-carboxylic acid tert-butyl ester C(C)(C)(C)OC(=O)N1CC(C(C1)NC(=O)C1=C(OC2=C1C=C(C(=C2)C#N)OCC2=CC=CC=C2)C)(F)F